2',4',6'-trimethyl-acetophenone CC1=C(C(=CC(=C1)C)C)C(C)=O